OCC1(CCOCC1)N1CSC(=C1C)COC=1C=CC2=C(C=CO2)C1 N3-(4-(hydroxymethyl)tetrahydro-2H-pyran-4-yl)-5-((4-methylthiazol-5-yl)methoxy)benzofuran